FC1(C[C@H](C2=CC(=CC=C12)C(=O)N[C@H]1[C@@H](C(OC2=CC=CC=C12)(C)C)O)N1C(NC(CC1=O)(C)C)=N)F (3R)-1,1-difluoro-N-[(3S,4R)-3-hydroxy-2,2-dimethyl-chroman-4-yl]-3-(2-imino-4,4-dimethyl-6-oxo-hexahydropyrimidin-1-yl)indane-5-carboxamide